N-(5-[2-[6-(trifluoromethyl)pyridin-3-yl]ethoxy]-1H-indol-3-yl)cyclobutanecarboxamide FC(C1=CC=C(C=N1)CCOC=1C=C2C(=CNC2=CC1)NC(=O)C1CCC1)(F)F